O1CCC2(CC1)CNC1=CC(=CC=C12)C=1C=CC=C(C(=O)N)C1 5-(2',3',5',6'-tetrahydrospiro[indolin-3,4'-pyran]-6-yl)benzamide